1-[6-methyl-4-(trifluoromethyl)pyridin-2-yl]-2,3-dihydro-1H-pyrrolo[2,3-b]pyridine-2-carboxylic acid CC1=CC(=CC(=N1)N1C(CC=2C1=NC=CC2)C(=O)O)C(F)(F)F